FC(C(=O)O)(F)F.N1=CC=CC2=C(C=CC=C12)C(C)OCCC(=O)O 3-(1-(quinolin-5-yl)ethoxy)propionic acid trifluoroacetate